(decahydro-1,4:5,8-dimethanonaphthalene-2,6-diyl)dimethanol C12C(CC(C3C4C(CC(C13)C4)CO)C2)CO